Cl.ClC=1C=2C(N=C3N(C2C=CC1)C1=CC(=CC=C1C3(C)C)N3C[C@H](NCC3)COC)=O (S)-4-chloro-10-(3-(methoxymethyl)piperazin-1-yl)-7,7-dimethylindolo[1,2-a]quinazolin-5(7H)-one hydrochloride